N-tert.butyl-1,5-pentanediamine C(C)(C)(C)NCCCCCN